O=C(CN1C(C2=CC=CC=C2C1)=O)N1CC2=CC=CC=C2CC1 2-[2-oxo-2-(1,2,3,4-tetrahydroisoquinolin-2-yl)ethyl]-2,3-dihydro-1H-isoindol-1-one